CC1=CC=C(C=C1)CC2=CC=C(C=C2)N=C=O The molecule is an isocyanate that is diphenylmethane with a isocyanato substituent at the 4-position of one phenyl ring and a methyl group at the 4-position of the other.